(6-(1-Hydroxy-2-methyl-2-(1-methyl-1H-pyrazol-4-yl)propyl)pyridin-3-yl)carbamic acid tert-butyl ester C(C)(C)(C)OC(NC=1C=NC(=CC1)C(C(C)(C=1C=NN(C1)C)C)O)=O